C1=CC(=C(C=C1C(=O)O)S(=O)(=O)N)Cl 4-chloro-3-sulfonamidobenzoic acid